[Cu+2].C(CC(=O)C)(=O)[O-].C(CC(=O)C)(=O)[O-] diacetoacetate copper